COC(=O)C=1NN(C(C1)=O)C methyl-5-oxo-2,5-dihydro-1H-pyrazole-3-carboxylic acid methyl ester